(8-(methylamino)-5-(oxazolo[4,5-b]pyridin-2-yl)-2,7-naphthyridin-3-yl)cyclopropanecarboxamide CNC=1N=CC(=C2C=C(N=CC12)C1(CC1)C(=O)N)C=1OC=2C(=NC=CC2)N1